α-glycidoxyethyltrimethoxysilane C(C1CO1)OC(C)[Si](OC)(OC)OC